ClC=1C=NN(C1)C1=CC=C(C=N1)S(=O)(=O)NC=1C(=CC=C2C(=NN(C12)C)F)OC 6-(4-CHLORO-1H-PYRAZOL-1-YL)-N-(3-FLUORO-6-METHOXY-1-METHYL-1H-INDAZOL-7-YL)PYRIDINE-3-SULFONAMIDE